4-(4-((1R,5S)-3,8-diazabicyclo[3.2.1]octan-3-yl)-8-fluoro-2-((tetrahydro-2H-pyran-4-yl)methoxy)quinazolin-7-yl)naphthalen-2-ol [C@H]12CN(C[C@H](CC1)N2)C2=NC(=NC1=C(C(=CC=C21)C2=CC(=CC1=CC=CC=C21)O)F)OCC2CCOCC2